C(C)(C)N1NC2=NC(=NC=C2C1=O)SC 2-isopropyl-6-(methylthio)-1,2-dihydro-3H-pyrazolo[3,4-d]pyrimidin-3-one